C1(=CC=C(C=C1)C1=CN=CN1)C 5-(p-tolyl)-1H-imidazol